N4-(3-(4H-1,2,4-Triazol-4-yl)phenyl)-N2-(2-methoxy-4-(4-methylpiperazin-1-yl)phenyl)pyridine-2,4-diamine N=1N=CN(C1)C=1C=C(C=CC1)NC1=CC(=NC=C1)NC1=C(C=C(C=C1)N1CCN(CC1)C)OC